C1(CC1)C1=NNC(=N1)C1CC2(CN(C2)C(=O)N2CC3(C2)CN(C3)CC=3N(N=CC3)CC(F)F)C1 [6-(3-cyclopropyl-1H-1,2,4-triazol-5-yl)-2-azaspiro[3.3]heptan-2-yl]-[6-[[2-(2,2-difluoroethyl)pyrazol-3-yl]methyl]-2,6-diazaspiro[3.3]heptan-2-yl]methanone